2-Methyl-2,7-diazaspiro[4.4]nonane CN1CC2(CC1)CNCC2